FC1=C(C=CC(=C1F)B1OC(C(O1)(C)C)(C)C)C1=CC=C(C=N1)NC(OCC1C2=CC=CC=C2C=2C=CC=CC12)=O 9H-fluoren-9-ylmethyl N-[6-[2,3-difluoro-4-(4,4,5,5-tetramethyl-1,3,2-dioxaborolan-2-yl)phenyl]-3-pyridyl]carbamate